3-Fluoro-5-((2'-(5-methoxyisoindolin-2-yl)-[2,4'-bipyrimidin]-4-yl)ethynyl)-1H-indazole FC1=NNC2=CC=C(C=C12)C#CC1=NC(=NC=C1)C1=NC(=NC=C1)N1CC2=CC=C(C=C2C1)OC